[(1R)-3-[(3R)-3-[4-[5-[tert-butyl(dimethyl)silyl]oxy-1-tetrahydropyran-2-yl-indazol-3-yl]pyrazol-1-yl]butoxy]-1-methyl-propyl]methanesulfonate [Si](C)(C)(C(C)(C)C)OC=1C=C2C(=NN(C2=CC1)C1OCCCC1)C=1C=NN(C1)[C@@H](CCOCC[C@@H](C)CS(=O)(=O)[O-])C